methyl 2-benzylisothiazolidine-3-carboxylate 1,1-dioxide C(C1=CC=CC=C1)N1S(CCC1C(=O)OC)(=O)=O